BrC1=CC=C(C=C1)C1=NNC=C1C#N 3-(4-bromophenyl)pyrazole-4-carbonitrile